5-bromo-3-carboxyphenylboric acid BrC=1C=C(C=C(C1)OB(O)O)C(=O)O